CC1N(C(CNC1)C)C1=C(C(=C2CN(CC2=C1)C1C(NC(CC1)=O)=O)F)F 6-(2,6-Dimethylpiperazin-1-yl)-2-(2,6-dioxopiperidin-3-yl)-4,5-difluoroisoindoline